N-(1-(2,2,2-trifluoroethyl)pyrrolidin-3-yl)-2-azabicyclo[3.1.0]hexane-3-carboxamide FC(CN1CC(CC1)NC(=O)C1NC2CC2C1)(F)F